2-butylmalonic acid, potassium salt [K+].C(CCC)C(C(=O)[O-])C(=O)[O-].[K+]